N-(3-((5-fluoro-3-(9-((2-(trimethylsilyl)ethoxy)methyl)-9H-purin-6-yl)pyridin-2-yl)amino)-4-methylphenyl)-4-(trifluoromethyl)picolinamide FC=1C=C(C(=NC1)NC=1C=C(C=CC1C)NC(C1=NC=CC(=C1)C(F)(F)F)=O)C1=C2N=CN(C2=NC=N1)COCC[Si](C)(C)C